BrC=1C(=C(C(=O)OC(C)(C)C)C(=CC1)COC1CC1)O tert-butyl 3-bromo-6-(cyclopropyloxymethyl)-2-hydroxybenzoate